3-methyl-N-(4-((S)-3-phenylisooxazolidin-2-yl)-5-(trifluoromethyl)pyrimidin-2-yl)-1,2,3,4,4a,5-hexahydrobenzo[b]pyrazino[1,2-d][1,4]oxazin-8-amine CN1CC2N(C3=C(OC2)C=C(C=C3)NC3=NC=C(C(=N3)N3OCC[C@H]3C3=CC=CC=C3)C(F)(F)F)CC1